(dimethylphenoxy)methyl-phenol CC=1C(=C(OCC2=C(C=CC=C2)O)C=CC1)C